CO[C@H](CO)C1=NC(=CC(=N1)N1C[C@H](OCC1)C)N1N=C(C=C1)C=1C=C(C=CC1)C (S)-2-methoxy-2-(4-((R)-2-methylmorpholino)-6-(3-(m-tolyl)-1H-pyrazol-1-yl)pyrimidin-2-yl)ethan-1-ol